C(C)OC(CC1(COC1)C=1C=C(C(=O)O)C=CC1C)=O 3-(3-(2-ethoxy-2-oxoethyl)oxetan-3-yl)-4-methylbenzoic acid